C(#N)C=1C=C(C=CC1F)NC(=O)N1CC=2C(=NN3C2C=2C(CC(C3)O)=CON2)CC1 N-(3-Cyano-4-fluorophenyl)-5-hydroxy-5,6,9,10-tetrahydro-4H-isoxazolo[3,4-c]pyrido[4',3':3,4]pyrazolo[1,5-a]azepine-11(12H)-carboxamide